6-amino-2-(3,5-dichloro-4-((2'-oxospiro[cyclobutane-1,3'-indolin]-5'-yl)methyl)phenyl)-1,2,4-triazine-3,5(2H,4H)-dione NC=1C(NC(N(N1)C1=CC(=C(C(=C1)Cl)CC=1C=C2C3(C(NC2=CC1)=O)CCC3)Cl)=O)=O